FC1=CC=C(C=C1)C(=CCCCO)C1=CC=C(C=C1)F 5,5-bis(4-fluorophenyl)pent-4-en-1-ol